N1,N2-dipentylethane-1,2-diamine C(CCCC)NCCNCCCCC